(R)-ethyl 2-acetoxy-3-(5-formyl-2-((2-(2-methoxyphenyl)pyrimidin-4-yl)methoxy)phenyl)propanoate C(C)(=O)O[C@@H](C(=O)OCC)CC1=C(C=CC(=C1)C=O)OCC1=NC(=NC=C1)C1=C(C=CC=C1)OC